OC(C(=O)C1=CC=C(C=C1)OCCO)(C)C 2-hydroxy-1-{4-(2-hydroxyethoxy)phenyl}-2-methyl-1-propanone